FC1=C(C=CC(=C1)F)[C@H](C)NC(C(C)C=1C(NC2=CC=NC(=C2C1C)C)=O)=O N-[(1S)-1-(2,4-Difluorophenyl)ethyl]-2-(4,5-dimethyl-2-oxo-1H-1,6-naphthyridin-3-yl)propanamide